FC1=C(C(=CC=C1)OC)C1=CC2=C(N(N=C2C=C1)C1CCNCC1)NCC=1C=NC=CC1 5-(2-fluoro-6-methoxyphenyl)-2-(piperidin-4-yl)-N-(pyridin-3-ylmethyl)-2H-indazol-3-amine